5-((4-chloro-2-formyl-5-((3'-((5-formylpyridin-2-yl)methoxy)-2,2'-dimethyl-[1,1'-biphenyl]-3-yl)methoxy)phenoxy)methyl)nicotinonitrile ClC1=CC(=C(OCC=2C=NC=C(C#N)C2)C=C1OCC=1C(=C(C=CC1)C1=C(C(=CC=C1)OCC1=NC=C(C=C1)C=O)C)C)C=O